dihydro-5H-pyrrolon (S)-((1-(7,8-dichloro-4-(1H-imidazol-1-yl)quinolin-2-yl)pyrrolidin-2-yl)methyl)carbamate ClC1=CC=C2C(=CC(=NC2=C1Cl)N1[C@@H](CCC1)CNC(O)=O)N1C=NC=C1.N1C(CCC1)=O